1-N'-[3-cyano-4-[6-methoxy-7-(3-morpholin-4-ylpropoxy)pyrido[3,2-d]pyrimidin-4-yl]oxyphenyl]-1-N-(4-fluorophenyl)cyclopropane-1,1-dicarboxamide C(#N)C=1C=C(C=CC1OC=1C2=C(N=CN1)C=C(C(=N2)OC)OCCCN2CCOCC2)NC(=O)C2(CC2)C(=O)NC2=CC=C(C=C2)F